C(=C)(C)[C@@H](CC[C@@H](CI)C)CCC=C (2S,5R)-5-isopropenyl-2-methyl-8-nonenyl iodide